C(C)(=O)O[C@H]1[C@H](NC[C@@H]1O)CC1=CC=C(C=C1)C=1N=NN(C1)CC=1C=NNC1 (2R,3S,4S)-4-hydroxy-2-({4-[1-(1H-pyrazol-4-ylmethyl)-1,2,3-triazol-4-yl]phenyl}methyl)pyrrolidin-3-yl Acetate